FC=1C=CC(=C(C1)O)C1=NN=C(C=2N1C=CC2)N[C@H]2CN(CCC2)C (R)-5-fluoro-2-(1-((1-methylpiperidin-3-yl)amino)pyrrolo[1,2-d][1,2,4]triazin-4-yl)phenol